ClC1=C2C(=NC=C1C=1C=C(C=CC1)N1C(CN(CC1)CCCN1C3C=C(CC1CC3)C=3C=C1CN(C(C1=CC3)=O)C3C(NC(CC3)=O)=O)=O)NC=C2C2CC2 3-(5-(8-(3-(4-(3-(4-chloro-3-cyclopropyl-1H-pyrrolo[2,3-b]pyridin-5-yl)phenyl)-3-oxopiperazin-1-yl)propyl)-8-azabicyclo[3.2.1]oct-2-en-3-yl)-1-oxoisoindol-2-yl)piperidine-2,6-dione